COC(C)[C@@]1([C@H](O)[C@H](O)[C@@H](CO)O1)C1=CNC(=O)NC1=O 1-methoxyethyl-pseudouridine